Tetracarbonyl-(1,5-cyclooctadiene) tungsten (0) [W].C(=O)=C1C(C=CC(C(C=C1)=C=O)=C=O)=C=O